4-((3-((3-((2-methylpyridin-4-yl)amino)phenyl)carbamoyl)phenyl)amino)quinoline-6-carboxylic acid CC1=NC=CC(=C1)NC=1C=C(C=CC1)NC(=O)C=1C=C(C=CC1)NC1=CC=NC2=CC=C(C=C12)C(=O)O